1-Methyl-4-(3-((3-(methylamino)-1-(thiophen-2-yl)propoxy)methyl)phenyl)-1,4-diazepan-5-one CN1CCN(C(CC1)=O)C1=CC(=CC=C1)COC(CCNC)C=1SC=CC1